IC1=CN(C2=CC=C(C=C12)C1=NN(C=N1)C1=NC=C(C=N1)C)C 3-iodo-1-methyl-5-(1-(5-methylpyrimidin-2-yl)-1H-1,2,4-triazol-3-yl)-1H-indole